4,5,6,7-tetrahydroisoxazolo(5,4-c)pyridin-3(2H)-one-5-d1 O1NC(C2=C1CNC(C2)[2H])=O